C(C)N1C(C2=NC(=CC=C2C1=O)NC1=NC=C(C(=C1)N[C@H](CO)C1=CC=CC=C1)C1=NC(=NO1)C1=NC=CC=C1)(C)C (S)-6-ethyl-2-((4-((2-hydroxy-1-phenylethyl)amino)-5-(3-(pyridin-2-yl)-1,2,4-oxadiazol-5-yl)pyridin-2-yl)amino)-7,7-dimethyl-6,7-dihydro-5H-pyrrolo[3,4-b]pyridin-5-one